gadolinium succinic acid mono-octadecyl amide C(CCCCCCCCCCCCCCCCC)NC(CCC(=O)O)=O.[Gd]